2,4-dichloro-[1,6]Naphthyridine ClC1=NC2=CC=NC=C2C(=C1)Cl